2-[(3,3-Dimethyl-1-oxo-1,3-dihydro-2-benzofuran-5-yl)amino]-4-{[(1S)-2-hydroxy-1-phenylethyl]amino}-N'-(2-hydroxy-2-methylpropanoyl)pyrimidin-5-carbohydrazid CC1(OC(C2=C1C=C(C=C2)NC2=NC=C(C(=N2)N[C@H](CO)C2=CC=CC=C2)C(=O)NNC(C(C)(C)O)=O)=O)C